N1C=CC2=CC=C3C(=C12)C=CO3 furo[2,3-g]indole